C(CCCCCCCCC)NC1=CC(=C2C=CNC2=C1)CO 6-(N-Decylamino)-4-Hydroxymethylindole